4,7-dibromobenzo[1,2,5]thiadiazole-5,6-diamine BrC1=C(C(=C(C=2C1=NSN2)Br)N)N